3-methyl-5-(N-(2-(trifluoromethyl)-4-fluorobenzyl)-N-phenethylsulfamoyl)benzofuran-2-carboxylic acid ethyl ester C(C)OC(=O)C=1OC2=C(C1C)C=C(C=C2)S(N(CCC2=CC=CC=C2)CC2=C(C=C(C=C2)F)C(F)(F)F)(=O)=O